COC=1C=C(C=C(C1O)OC)C=1NC(=C(N1)C1=CC=C(C=C1)N(C)C)C1=CC=C(C=C1)N(C)C 2-(3,5-dimethoxy-4-hydroxyphenyl)-4,5-bis-(4-dimethylaminophenyl)imidazole